5-chloro-N-(1H-imidazol-5-yl)valeramide ClCCCCC(=O)NC1=CN=CN1